4-amino-2-(4-methacrylamidophenyl)-3-(2-methoxy-4-((4-methylpyrimidin-2-yl)oxy)phenyl)thieno[3,2-c]pyridine-7-carboxamide NC1=NC=C(C2=C1C(=C(S2)C2=CC=C(C=C2)NC(C(=C)C)=O)C2=C(C=C(C=C2)OC2=NC=CC(=N2)C)OC)C(=O)N